C(C)C1(CC1)NC(=O)C1=CC=2N(C=C1)C(=CN2)C2=C(C=C(C(=N2)N[C@H]2CN(CC[C@@H]2F)C(=O)OC(C)(C)C)F)F tert-butyl (3S,4S)-3-((6-(7-((1-ethylcyclopropyl)carbamoyl)imidazo[1,2-a]pyridin-3-yl)-3,5-difluoropyridin-2-yl)amino)-4-fluoropiperidine-1-carboxylate